C1(CC1)C1=CN=C(N1)C1=CC(=C(N=N1)C(=O)NC([2H])([2H])[2H])NC1=C(C(=CC=C1)C1=NN(C=N1)C)OC 6-(5-Cyclopropyl-1H-imidazol-2-yl)-4-((2-methoxy-3-(1-methyl-1H-1,2,4-triazol-3-yl)phenyl)amino)-N-(methyl-d3)pyridazine-3-carboxamide